1-(3-fluoro-4-((4-(1-(4-(6-hydroxy-2-phenyl-1,2,3,4-tetrahydronaphthalen-1-yl)phenyl)piperidin-4-yl)piperazin-1-yl)methyl)phenyl)dihydropyrimidine-2,4(1H,3H)-dione FC=1C=C(C=CC1CN1CCN(CC1)C1CCN(CC1)C1=CC=C(C=C1)C1C(CCC2=CC(=CC=C12)O)C1=CC=CC=C1)N1C(NC(CC1)=O)=O